C(C)(C)(C)OC(=O)NC1=C(C(=NN1C(C)C)C=1C=CC(=NC1)C(C(=O)OC)C)C#N Methyl 2-[5-[5-(tert-butoxycarbonylamino)-4-cyano-1-isopropyl-pyrazol-3-yl]-2-pyridyl]propanoate